tert-Butyl-1-hydroxy-2-(5H-imidazo[5,1-a]isoindol-5-yl)-8-azaspiro[4.5]decan-8-carboxylat C(C)(C)(C)OC(=O)N1CCC2(CCC(C2O)C2N3C(C4=CC=CC=C24)=CN=C3)CC1